C(C)OC(=O)C1CC=2C(=NC=C(C2C)F)C1 3-fluoro-4-methyl-6,7-dihydro-5H-cyclopenta[b]pyridine-6-carboxylic acid ethyl ester